N-octylhexacosanamide heptacosanate C(CCCCCCCCCCCCCCCCCCCCCCCCCC)(=O)O.C(CCCCCCC)NC(CCCCCCCCCCCCCCCCCCCCCCCCC)=O